NC=1C=CC(=C(C(=O)NC(C)C2=CC=C(C3=CC=CC=C23)C#CC2CCN(CC2)C(CCCCC(=O)N2CCC(CC2)C2=CC3=C(N(C(N3C)=O)C3C(NC(CC3)=O)=O)C=C2)=O)C1)C 5-amino-N-[1-[4-[2-[1-[6-[4-[1-(2,6-dioxo-3-piperidyl)-3-methyl-2-oxo-benzimidazol-5-yl]-1-piperidyl]-6-oxo-hexanoyl]-4-piperidyl]ethynyl]-1-naphthyl]ethyl]-2-methyl-benzamide